5'-methyl-spiro[cyclopentane-1,6'-thieno[2,3-c]pyrrole]-4'(5'h)-one CN1C2(C3=C(C1=O)C=CS3)CCCC2